NC(CCCCC=C)(N)N triaminoheptene